1-naphthoxyethyl methacrylate C(C(=C)C)(=O)OCCOC1=CC=CC2=CC=CC=C12